Methyl 4-[[2-(5-fluoro-3,3-dimethyl-2-oxo-benzofuran-6-yl)acetyl]amino]pyridine-2-carboxylate FC=1C(=CC2=C(C(C(O2)=O)(C)C)C1)CC(=O)NC1=CC(=NC=C1)C(=O)OC